(S,E)-2-(4,8-dimethylnona-3,7-dien-1-yl)-5-hydroxy-2,7-dimethyl-2H-chromene-6-carboxylic acid C\C(=C/CC[C@@]1(OC2=CC(=C(C(=C2C=C1)O)C(=O)O)C)C)\CCC=C(C)C